NC1=C(C(=NN1C1COCC1)C1=C(C(=C(C=C1)CNC(C1=C(C=CC(=C1)F)OC)=O)F)F)C#N N-[[4-(5-amino-4-cyano-1-tetrahydrofuran-3-yl-pyrazol-3-yl)-2,3-difluoro-phenyl]methyl]-5-fluoro-2-methoxy-benzamide